1-acetoxyl-1,3-butadiene O(C(=O)C)C=CC=C